O1CC(C1)OC1=C(C=C(C=C1)NC(CC1=CC=CC=C1)=O)S(N)(=O)=O N-[4-(oxetan-3-yloxy)-3-sulfamoylphenyl]-2-phenylacetamide